ClC=1N=C(N=NC1C=O)N1CC(CCC1)N1C(N(CC1)C1CCCC1)=O 5-Chloro-3-(3-(3-cyclopentyl-2-oxoimidazolin-1-yl)piperidin-1-yl)-1,2,4-triazine-6-Formaldehyde